N-((4-chlorophenyl)(methyl)(oxo)-λ6-sulfanylidene)-4-(5-(trifluoromethyl)-1,2,4-oxadiazol-3-yl)benzamide ClC1=CC=C(C=C1)S(=NC(C1=CC=C(C=C1)C1=NOC(=N1)C(F)(F)F)=O)(=O)C